C(OC1CC[C@@]2([C@H]3CC[C@@]4([C@H](CC[C@H]4[C@@H]3CC=C2C1)[C@H](C)CCCC(C)C)C)C)(=O)Cl (8S,9S,10R,13R,14S,17R)-10,13-dimethyl-17-((R)-6-methylheptan-2-yl)-2,3,4,7,8,9,10,11,12,13,14,15,16,17-tetradecahydro-1H-cyclopenta[a]phenanthren-3-yl carbonochloridate